C(C)(=O)NC1=CC=C(OCC2=NNC(N2CC2=CC=CC=C2)SCC(=O)NC2=CC=C(C=C2)Br)C=C1 2-[(3-{[4-(acetylamino)phenoxy]methyl}-4-benzyl-4,5-dihydro-1H-1,2,4-triazole-5-yl)sulfanyl]-N-(4-bromophenyl)acetamide